C(C)(C)(C)OC(=O)N([C@H](C(=O)N[C@@H]1C(N2[C@@H](SCC1)CC([C@H]2C(=O)OC)(C)C)=O)C)C Methyl (4S,7S,9aS)-4-({(2S)-2-[(tert-butoxycarbonyl)(methyl)amino]propanoyl}amino)-8,8-dimethyl-5-oxooctahydropyrrolo[2,1-b][1,3]thiazepine-7-carboxylate